(S)-N5-cyclopropyl-N3-methyl-1-(1-phenylethyl)-1H-pyrazole-3,5-dicarboxamide C1(CC1)NC(=O)C1=CC(=NN1[C@@H](C)C1=CC=CC=C1)C(=O)NC